C(C(=C)C)(=O)O.O(C1=CC=CC=C1)C(CO)OCCOCCOCCOCCOCCOCCOCCO 2-phenoxyoctaethylene glycol methacrylate